tri(tertiary butyl)phosphine palladium [Pd].C(C)(C)(C)P(C(C)(C)C)C(C)(C)C